di-tert-butyl-6-nitro-phenol C(C)(C)(C)C=1C(=C(C(=CC1)[N+](=O)[O-])O)C(C)(C)C